C1(CC1)C#CC1=C(C=C(C=C1)C(C)N1C(C=C(C=C1C)OCS(=O)(=O)N(C)C)=O)F 1-(1-(1-(4-(cyclopropylethynyl)-3-fluorophenyl)ethyl)-6-methyl-2-oxo-1,2-dihydropyridin-4-yloxy)-N,N-dimethylmethanesulfonamide